1-(3-Ethyl-5-fluoropyridin-4-yl)-7-methoxy-3-methyl-8-(1-methyl-1H-1,2,3-triazol-4-yl)-1,3-dihydroimidazo[4,5-c]quinolin-2-one C(C)C=1C=NC=C(C1N1C(N(C=2C=NC=3C=C(C(=CC3C21)C=2N=NN(C2)C)OC)C)=O)F